N1(CCC1)C(=O)C1=C(C=CC(=C1)Cl)S(=O)(=O)N[C@@H]([C@H](C)C1=C(C(=CC=C1F)C)C)C=1OC(NN1)=O 2-(azetidine-1-carbonyl)-4-chloro-N-((1S,2R)-2-(6-fluoro-2,3-dimethylphenyl)-1-(5-oxo-4,5-dihydro-1,3,4-oxadiazol-2-yl)propyl)benzenesulfonamide